1,3-bis{(4-amidino)-phenethyl}-5-trifluoromethylbenzene dihydrochloride Cl.Cl.C(N)(=N)C1=CC=C(CCC2=CC(=CC(=C2)C(F)(F)F)CCC2=CC=C(C=C2)C(N)=N)C=C1